glycerol tris(DL-3-hydroxybutyrate) OC(CC(=O)OCC(OC(CC(C)O)=O)COC(CC(C)O)=O)C